hydroxyimidazo[1,2-a]pyridine-6-carboximidamide OC=1N=C2N(C=C(C=C2)C(N)=N)C1